6-tetrahydropyran-2-yl-2-[(4S)-2,2,4-trimethylpyrrolidin-1-yl]pyridin-3-carboxamid O1C(CCCC1)C1=CC=C(C(=N1)N1C(C[C@@H](C1)C)(C)C)C(=O)N